ethyl 4-chloro-6-methyl-2-(4-(1-methylcyclopropyl)phenyl)pyrimidine-5-carboxylate ClC1=NC(=NC(=C1C(=O)OCC)C)C1=CC=C(C=C1)C1(CC1)C